C[C@@H]1C(CCC[C@@H]1C=C)=O (2S,3R)-2-METHYL-3-VINYLCYCLOHEXANONE